OCCCCCCCC#CC1=CC2=C(N(C(N2C)=O)N2C(CCCC2=O)=O)C=C1 [5-(9-hydroxynon-1-yn-1-yl)-3-methyl-2-oxo-1,3-benzodiazol-1-yl]Piperidine-2,6-dione